(3R)-4-(7-(cyclopropylsulfonyl)-3-(3-methyl-1-(tetrahydro-2H-pyran-2-yl)-1H-pyrazol-5-yl)isothiazolo[4,5-b]pyridin-5-yl)-3-methylmorpholine C1(CC1)S(=O)(=O)C1=C2C(=NC(=C1)N1[C@@H](COCC1)C)C(=NS2)C2=CC(=NN2C2OCCCC2)C